(4-chloro-7-fluoro-6-(1,2,5,6-tetrahydropyridin-3-yl)benzo[b]thiophen-2-yl)(4-(3-methoxypyridin-2-yl)piperazin-1-yl)methanone ClC1=CC(=C(C=2SC(=CC21)C(=O)N2CCN(CC2)C2=NC=CC=C2OC)F)C=2CNCCC2